6-(1-(3-Chloropyridin-2-yl)-3-methoxy-1H-pyrazol-5-carboxamido)-N-(2,2-difluoroethyl)-5-methylpyrazolo[1,5-a]pyridin-7-carboxamid ClC=1C(=NC=CC1)N1N=C(C=C1C(=O)NC=1C(=CC=2N(C1C(=O)NCC(F)F)N=CC2)C)OC